C1(CCCCC1)C(C(C1CCCCC1)O)O 1,2-dicyclohexylethylene glycol